rhodium(III) chloride cobalt [Co].[Rh](Cl)(Cl)Cl